6-(4-(dimethylcarbamoyl)phenyl)-3-((4-(4-methylpiperazin-1-yl)phenyl)amino)pyridinamide Ruthenium lanthanum tantalum [Ta].[La].[Ru].CN(C(=O)C1=CC=C(C=C1)C1=CC=C(C(=N1)C(=O)N)NC1=CC=C(C=C1)N1CCN(CC1)C)C